7-cyclopropyl-2-(3-(3-((4-methyl-4H-1,2,4-triazol-3-yl)methyl)oxetan-3-yl)phenyl)-3-oxoisoindoline-5-carbaldehyde C1(CC1)C=1C=C(C=C2C(N(CC12)C1=CC(=CC=C1)C1(COC1)CC1=NN=CN1C)=O)C=O